3'-THIO-THYMIDINE-5'-PHOSPHATE P(=O)(O)(O)OC[C@@H]1[C@H](C[C@@H](O1)N1C(=O)NC(=O)C(C)=C1)S